FC1=C(C=CC=C1)S(=O)CC=1N=C2N(C=C(C=C2)C2=NOC(=N2)C(F)(F)F)C1 3-(2-(((2-fluorophenyl)sulfinyl)methyl)imidazo[1,2-a]pyridin-6-yl)-5-(trifluoromethyl)-1,2,4-oxadiazole